tert-butyl (2S)-2-[3-[[2-(2,6-dioxo-3-piperidyl)-1,3-dioxo-isoindolin-4-yl]amino]propyl]morpholine-4-carboxylate O=C1NC(CCC1N1C(C2=CC=CC(=C2C1=O)NCCC[C@H]1CN(CCO1)C(=O)OC(C)(C)C)=O)=O